N-(2-Mercaptoethyl)-2-[(2-mercaptoethyl)amino]acetamide SCCNC(CNCCS)=O